CC1=CC=2N(N=C1N1CC=3C=C(C=NC3CC1)C)C=C(N2)C(=O)N2CCOCC2 (7-methyl-6-(3-methyl-7,8-dihydro-1,6-naphthyridin-6(5H)-yl)imidazo[1,2-b]pyridazin-2-yl)(morpholino)methanone